4-Amino-1-[4-[4-[6-chloro-4-(1-phenylcyclopropyl)-2-pyridyl]piperazin-1-yl]sulfonylphenyl]pyrrolidin-2-one NC1CC(N(C1)C1=CC=C(C=C1)S(=O)(=O)N1CCN(CC1)C1=NC(=CC(=C1)C1(CC1)C1=CC=CC=C1)Cl)=O